4-(4-trifluoromethylphenyl)methylene-2,6-di-tert-butyl-2,5-cyclohexadien-1-one FC(C1=CC=C(C=C1)C=C1C=C(C(C(=C1)C(C)(C)C)=O)C(C)(C)C)(F)F